2-ethyl-2-({[4-(trifluoromethoxy)phenyl]carbamoyl}amino)butanoic acid C(C)C(C(=O)O)(CC)NC(NC1=CC=C(C=C1)OC(F)(F)F)=O